5-chloro-8-((4-fluoro-1-propyl-1H-indol-6-yl)sulfonyl)-3-hydroxyquinazoline-2,4(1H,3H)-dione ClC1=C2C(N(C(NC2=C(C=C1)S(=O)(=O)C1=CC(=C2C=CN(C2=C1)CCC)F)=O)O)=O